CC1=C(C(=O)O[C@H](C1)[C@@H](C)[C@H]2CC[C@@H]3[C@@]2(CC[C@H]4[C@H]3CC=C5[C@@]4(C(=O)C=C5)C)C)CO The molecule is a steroid lactone that is a 4-norwithanolide with a 2,5-dien-1-one system isolated from the aerial parts of Physalis longifolia. It has a role as a metabolite and a plant metabolite. It is a delta-lactone and a steroid lactone.